(4aR,8aS)-6-[3-[[2-Chloro-4-(trifluoromethyl)phenyl]sulfinylmethyl]azetidine-1-carbonyl]-4,4a,5,7,8,8a-hexahydropyrido[4,3-b][1,4]oxazin-3-one ClC1=C(C=CC(=C1)C(F)(F)F)S(=O)CC1CN(C1)C(=O)N1C[C@@H]2[C@@H](OCC(N2)=O)CC1